3-((1-(4-methoxyphenyl)-3-azabicyclo[3.1.0]hex-3-yl)carbonyl)-1,5,7-trimethyl-1,5-dihydro-4H-pyrrolo[3,2-c]pyridin-4-one COC1=CC=C(C=C1)C12CN(CC2C1)C(=O)C1=CN(C2=C1C(N(C=C2C)C)=O)C